2-(4-formylphenoxy)-6-(methoxycarbonyl)tetrahydro-2H-pyran-3,4,5-triyl triacetate C(C)(=O)OC1C(OC(C(C1OC(C)=O)OC(C)=O)C(=O)OC)OC1=CC=C(C=C1)C=O